C(C)(C)C1=C(C=C(C(=N1)O)\C=C\C1=CC=CC=C1)OC 6-isopropyl-5-methoxy-3-[(E)-2-phenylvinyl]pyridin-2-ol